CC=1C(=CC=2N(N1)C=CN2)C=2C=NN(C2)CC2CCNCC2 6-Methyl-7-(1-(piperidin-4-ylmethyl)-1H-pyrazol-4-yl)imidazo[1,2-b]pyridazin